2-amino-7-(2-(2-hydroxyethylamino)ethyl)-1H-purin-6(7H)-one NC=1NC(C=2N(C=NC2N1)CCNCCO)=O